ClC=1C=C(C=2N(N1)C=CN2)[C@@H]2[C@H](C2)C2=CC=C1C3(C(N(C1=C2)CC2(CC2)F)=O)CC3 6'-((1S,2S)-2-(6-chloroimidazo[1,2-b]pyridazin-8-yl)cyclopropyl)-1'-((1-fluorocyclopropyl)methyl)spiro[cyclopropane-1,3'-indolin]-2'-one